BrCC1=CC=C(C#N)C=C1 4-(Bromomethyl)benzonitrile